C(#N)N1C[C@]2(CCC2C1)NC(=O)C1=NNC(=C1)C1=C(C=NC=C1)SC1=CC=C(C=C1)F N-((1R)-3-cyano-3-azabicyclo[3.2.0]heptan-1-yl)-5-(3-((4-fluorophenyl)thio)pyridin-4-yl)-1H-pyrazole-3-carboxamide